3,4-dichloro-α-methylstyrene ClC=1C=C(C(=C)C)C=CC1Cl